OC=1C=C(CN(C)C)C=C(C1)O 3,5-dihydroxy-dimethylbenzylamine